C(#N)C1=CC=C(C=C1)C=1C=NC=CC1NC(=O)C1=NC2=CC(=CC=C2C=N1)NS(=O)(=O)C1CC1 N-(3-(4-cyanophenyl)pyridin-4-yl)-7-(cyclopropylsulfonylamino)quinazoline-2-carboxamide